N-(4-(2-(4-methoxyphenyl)propan-2-yl)thiazol-2-yl)-3-(4-(piperazin-1-yl)-phenyl)azetidine-1-carboxamide COC1=CC=C(C=C1)C(C)(C)C=1N=C(SC1)NC(=O)N1CC(C1)C1=CC=C(C=C1)N1CCNCC1